1,1-diethoxy-2-methyl-propane C(C)OC(C(C)C)OCC